1-[2-(morpholin-4-yl)ethyl]piperazin-2-one N1(CCOCC1)CCN1C(CNCC1)=O